(3S,6S,9aR)-2-acetyl-3,6-diisobutylhexahydro-4H-pyrazino[1,2-a]pyrazine-4,7(6H)-dione C(C)(=O)N1C[C@@H]2N(C([C@@H]1CC(C)C)=O)[C@H](C(NC2)=O)CC(C)C